1-(4-(tert-butyl)thiazol-2-yl)-3-(2-(methylthio)-4-((3-oxo-3,4-dihydropyrido[2,3-b]pyrazin-8-yl)oxy)phenyl)urea C(C)(C)(C)C=1N=C(SC1)NC(=O)NC1=C(C=C(C=C1)OC1=CC=NC=2NC(C=NC21)=O)SC